n-hexyl-xanthic acid C(CCCCC)OC(=S)S